(R)-5-methyl-1-(4-nitrophenyl)pyrrolidin-2-one C[C@@H]1CCC(N1C1=CC=C(C=C1)[N+](=O)[O-])=O